FC1(CCC(CC1)NC1=NC(=NC(=C1)N1CCOCC1)C1=NC(=NO1)C)F N-(4,4-difluorocyclohexyl)-2-(3-methyl-1,2,4-oxadiazol-5-yl)-6-morpholinopyrimidin-4-amine